N[C@@H]1CNC[C@@H]1OC(C)(F)F (3R,4S)-3-amino-4-(1,1-difluoroethoxy)pyrrolidin